(7S)-2-(((1-((6-chloropyridin-3-yl)methyl)-1H-pyrazol-4-yl)methyl)amino)-7-cyclobutyl-4,8-dimethyl-7,8-dihydropteridin-6(5H)-one ClC1=CC=C(C=N1)CN1N=CC(=C1)CNC1=NC=2N([C@H](C(NC2C(=N1)C)=O)C1CCC1)C